ClC1=C(C=CC(=C1)F)C1=CC(OC2=CC(=CC=C12)N(CC(=O)O)C)=O N-(4-(2-chloro-4-fluorophenyl)-2-oxo-2H-chromen-7-yl)-N-methylglycine